(R)-3-cyclopentyl-3-(4-(7-(2-((2,3-dimethylphenyl)amino)benzoyl)-7H-pyrrolo[2,3-d]pyrimidin-4-yl)-1H-pyrazol-1-yl)propanenitrile C1(CCCC1)[C@@H](CC#N)N1N=CC(=C1)C=1C2=C(N=CN1)N(C=C2)C(C2=C(C=CC=C2)NC2=C(C(=CC=C2)C)C)=O